NCCC[Si](OCCCC)(OCCCC)C 3-Amino-propylmethyldibutoxysilan